ClC1=CC(=C(C=C1F)[C@@H](C1CN(C1)C(=O)OC(C)(C)C)NC(=O)[C@@H]1N(CCC1)C(=O)[C@@H]1CN(CCC1)S(=O)(=O)N1CC(C1)C#N)F tert-Butyl 3-((R)-(4-chloro-2,5-difluorophenyl)((R)-1-((S)-1-((3-cyanoazetidin-1-yl)sulfonyl)piperidine-3-carbonyl)pyrrolidine-2-carboxamido)methyl)azetidine-1-carboxylate